tert-Butyl 4-(4-(2-(1-ethoxyvinyl)pyridin-4-yl)-5-(4-fluorophenyl)-1H-pyrrol-2-yl)piperidine-1-carboxylate C(C)OC(=C)C1=NC=CC(=C1)C=1C=C(NC1C1=CC=C(C=C1)F)C1CCN(CC1)C(=O)OC(C)(C)C